4-(difluoromethyl)-6-oxo-1,6-dihydropyridine-3-carboxylic acid methyl ester COC(=O)C1=CNC(C=C1C(F)F)=O